C1CC12CCN(CC2)C2=C(C(=O)NC=1C=C3C=CC=NC3=C(N1)N1CCC(CC1)(F)F)C=CC(=C2)NS(=O)(=O)[C@H](CO)C 2-{6-azaspiro[2.5]oct-6-yl}-N-[8-(4,4-difluoropiperidin-1-yl)-1,7-naphthyridin-6-yl]-4-[(2S)-1-hydroxypropane-2-sulfonylamino]benzamide